C(CCCCCCCCCCCCCCC)OP(=O)([O-])[O-].[K+].C1=CC=CC=2C3=CC=CC=C3N(C12)C1=CC=C(C=C1)C1=CC(=CC(=C1)C1=CC=C(C=C1)N1C2=CC=CC=C2C=2C=CC=CC12)C1=CC=C(C=C1)N1C2=CC=CC=C2C=2C=CC=CC12.[K+] 1,3,5-tris[4-(N-carbazolyl)phenyl]benzene Kalium Cetyl-phosphat